C(C)N(N1NC(=CC(=N1)S)S)CC 2-diethylamino-4,6-dimercapto-triazine